5-Amino-2-chloro-N-(2,2-difluoro-2-phenylethyl)-3-fluorobenzamide NC=1C=C(C(=C(C(=O)NCC(C2=CC=CC=C2)(F)F)C1)Cl)F